1-(Cyclopentylmethyl)-2-[(pyrrolidin-1-yl)methyl]-1H-benzimidazole C1(CCCC1)CN1C(=NC2=C1C=CC=C2)CN2CCCC2